ClC1=NC(=NC=C1C#N)SC 4-chloro-2-(methylthio)pyrimidine-5-carbonitrile